2-(2-chloro-3-methylbenzylidene)hydrazine-carboximidamide ClC1=C(C=NNC(N)=N)C=CC=C1C